FC=1C=C(C=CC1)C#CC1=NC(N2C(N3[C@@H](COCC3)C2)=C1)=O (R)-7-((3-fluorophenyl)ethynyl)-3,4,11,11a-tetrahydropyrimido[6',1':2,3]imidazo[5,1-c][1,4]oxazin-9(1H)-one